ClC1=NC=C(C(=C1)C(=O)NCCC1=CC=C(C=C1)F)OC1=CC(=CC=C1)C 2-chloro-N-[2-(4-fluorophenyl)ethyl]-5-(3-methylphenoxy)pyridine-4-carboxamide